C1(CC1)C1=NC2=C(C=CC=C2C(=N1)N[C@H](CN1CCN(CC1)S(=O)(=O)C1=C(N=C(S1)NC(OC)=O)C)C)C methyl N-[5-({4-[(2S)-2-[(2-cyclopropyl-8-methylquinazolin-4-yl)amino]propyl]piperazin-1-yl} sulfonyl)-4-methyl-1,3-thiazol-2-yl]carbamate